CC1=CC(=CC=C1)S(=O)(=O)[O-] meta-toluenesulfonate